BrC=1C(=NC=CN1)CO (3-bromopyrazin-2-yl)methanol